(5-(thiophen-2-yl)-1,3,4-oxadiazol-2-yl)methanamine S1C(=CC=C1)C1=NN=C(O1)CN